(3S,4R,5R,6S)-1-(6-{[2-(4-fluorophenyl)-5-methyl-1,3-thiazol-4-yl]methoxy}hexyl)-3,4,5,6-azepanetetrol hydrochloride Cl.FC1=CC=C(C=C1)C=1SC(=C(N1)COCCCCCCN1C[C@@H]([C@H]([C@@H]([C@H](C1)O)O)O)O)C